4-((2S)-4-(azetidin-1-yl)-1-((5-methoxy-7-methyl-1H-indol-4-yl)methyl)piperidine-2-yl)benzoic acid N1(CCC1)C1C[C@H](N(CC1)CC1=C2C=CNC2=C(C=C1OC)C)C1=CC=C(C(=O)O)C=C1